5-((1S,4R,6R)-2-azabicyclo[2.2.1]heptan-6-ylamino)pyrazine-2-carboxylate [C@@H]12NC[C@@H](C[C@H]1NC=1N=CC(=NC1)C(=O)[O-])C2